CC1=C2C(=CC(=C1)O2)CC=C (2-methyl-6-allyl-1,4-phenylene) ether